N-((R)-2-(difluoromethoxy)-1-(3-(trifluoromethoxy)phenyl)ethyl)-3-hydroxy-3-(1-(trifluoro-methyl)cyclopropyl)propanamide aluminum-iron chloride [Fe](Cl)Cl.[Al].FC(OC[C@@H](C1=CC(=CC=C1)OC(F)(F)F)NC(CC(C1(CC1)C(F)(F)F)O)=O)F